2-fluoro-4-((3-methylbenzyl)oxy)benzaldehyde FC1=C(C=O)C=CC(=C1)OCC1=CC(=CC=C1)C